ClC1=NC=C(C(=C1)N1C(C(=C(C=C1C)OC(C)C1=NC=C(C=C1F)F)Cl)=O)C 2',3-dichloro-4-(1-(3,5-difluoropyridin-2-yl)ethoxy)-5',6-dimethyl-2H-[1,4'-bipyridyl]-2-one